5-chloro-2-(4,4-difluoroazepan-1-yl)-N-(4-fluoro-3-(N'-hydroxycarbamimidoyl)phenyl)-6-methylnicotinamide ClC=1C(=NC(=C(C(=O)NC2=CC(=C(C=C2)F)C(N)=NO)C1)N1CCC(CCC1)(F)F)C